4-(1-(2-fluoro-4-((methylamino)methyl)phenyl)-2-methyl-1H-imidazol-4-yl)-5-(trifluoromethyl)pyrimidin-2-amine FC1=C(C=CC(=C1)CNC)N1C(=NC(=C1)C1=NC(=NC=C1C(F)(F)F)N)C